C[Si](C)(C)[As]([Si](C)(C)C)[Si](C)(C)C tri(trimethylsilyl)arsenic